2-[2-[[3-chloro-6-[3,6-dihydro-3-methyl-2,6-dioxo-4-(trifluoromethyl)-1-(2H)-pyrimidinyl]-5-fluoro-2-pyridinyl]oxy]phenoxy]-acetic acid methyl ester COC(COC1=C(C=CC=C1)OC1=NC(=C(C=C1Cl)F)N1C(N(C(=CC1=O)C(F)(F)F)C)=O)=O